indium-gallium-Tin-Oxide [Sn]=O.[Ga].[In]